ε-fructosyl-lysine OCC1([C@@H](O)[C@H](O)[C@H](O1)CO)C(CCC[C@H](N)C(=O)O)N